CC1(CNCC(N1)C)C 3,3,5-trimethylpiperazin